p-Isopropyltoluene CC1=CC=C(C=C1)C(C)C